(-)-alpha-(aminomethyl)-3,4-dihydroxybenzyl alcohol tartrate C(=O)(O)C(O)C(O)C(=O)O.NCC(C1=CC(=C(C=C1)O)O)O